(+)-Ethyl lactate C(C(O)C)(=O)OCC